ClC=1C=C(C=C(C1OC=1C=C2C3(C(NC2=CC1)=O)CCC3)Cl)C3=NOC=N3 3-(3,5-dichloro-4-((2'-oxospiro[cyclobutane-1,3'-indolin]-5'-yl)oxy)phenyl)-1,2,4-oxadiazol